C(#N)C=1SC2=C(N1)C(=C(C=C2)NC2C(CN(CC2)C(=O)OC(C)(C)C)(C)C)I tert-butyl 4-[(2-cyano-4-iodo-1,3-benzothiazol-5-yl)amino]-3,3-dimethyl-piperidine-1-carboxylate